4-(6-(6-fluoropyridin-3-yl)-4-(5-nitrothiophene-2-carboxamido)-1H-pyrazolo[3,4-d]pyrimidin-1-yl)piperidine-1-carboxylic acid tert-butyl ester C(C)(C)(C)OC(=O)N1CCC(CC1)N1N=CC=2C1=NC(=NC2NC(=O)C=2SC(=CC2)[N+](=O)[O-])C=2C=NC(=CC2)F